FC1=CC=C(C=C1)C=1OC(=CN1)C 2-(4-fluorophenyl)-5-methyloxazol